FC1=CC=C(CCN2N=C(C3=CC(=C4C(=C23)C=CC=C4)OC)C)C=C1 1-(4-fluorophenethyl)-5-methoxy-3-methyl-1H-benzo[g]Indazole